C(C)(=O)OC1=CC=C(C=C1)NS(=O)(=O)C1=C(C=CC(=C1)C1=C(N=C(S1)NC(=O)C1CCCC1)C)OC [4-[[5-[2-(cyclopentanecarbonylamino)-4-methyl-thiazol-5-yl]-2-methoxyphenyl]sulfonylamino]phenyl] acetate